NC=1C=C(N(N1)C1=NC=C(C=C1)Br)C(C)N(C(C1=CC(=CC(=C1)C(F)(F)F)C(F)(F)F)=O)C N-[1-[5-amino-2-(5-bromo-2-pyridinyl)pyrazol-3-yl]ethyl]-N-methyl-3,5-bis(trifluoromethyl)benzamide